CC[C@H]1C[C@@H]2C[C@@]3([C@H]1N(C2)CCC4=C3NC5=C4C=C(C=C5)O)C(=O)OC The molecule is an organic heteropentacyclic compound that is coronaridine in which the hydrogen of the indole moiety that is para- to the indole nitrogen has been replaced by a hydroxy group. It has a role as a plant metabolite and a phytoestrogen. It is an organic heteropentacyclic compound, a monoterpenoid indole alkaloid, a methyl ester, a tertiary amino compound, a secondary amino compound and an alkaloid ester. It derives from a (-)-coronaridine. It is a conjugate base of a 10-hydroxycoronaridine(1+).